CN[C@@H]1[C@H](CCCC1)NC(OCCCC)=O butyl ((1S,2S)-2-(methylamino)cyclohexyl)carbamate